amino(4-methyl-3-oxo-N-phenyl-valeramide) NC(C(=O)NC1=CC=CC=C1)C(C(C)C)=O